Cl.CC(COC=C1C=2C=CC=NC2C(=CC1)[O-])=C 5-(2-methylallyloxymethylene)-8-quinolinolate hydrochloride